(2S)-N-[(1S)-1-(2-Amino-2-oxo-ethyl)-3-pyrazin-2-yl-prop-2-ynyl]-1-[1-[4-(trifluoromethoxy)phenyl]cyclopropanecarbonyl]pyrrolidine-2-carboxamide NC(C[C@@H](C#CC1=NC=CN=C1)NC(=O)[C@H]1N(CCC1)C(=O)C1(CC1)C1=CC=C(C=C1)OC(F)(F)F)=O